BrC=1C(=C(C(=NC1)C(=O)C1=C2C=NN(C2=C(C=C1)F)C1OCCCC1)[N+](=O)[O-])C (5-Bromo-4-methyl-3-nitropyridin-2-yl)(7-fluoro-1-(tetrahydro-2H-pyran-2-yl)-1H-indazol-4-yl)methanone